CN(C(COCCCCCCCCC)COCCCCCCCC\C=C/C\C=C/CCCCC)C N,N-dimethyl-1-(non-yloxy)-3-[(9Z,12Z)-octadeca-9,12-dien-1-yloxy]propan-2-amine